N-((4-hydroxypyrrolidin-3-yl)methyl)methanesulfonamide tert-butyl-2,2,2-trichloroethanimidate C(C)(C)(C)OC(C(Cl)(Cl)Cl)=N.OC1C(CNC1)CNS(=O)(=O)C